3-bromo-N-(6-(2,6-dimethylphenyl)-5-(3-(3,3,3-trifluoro-2,2-dimethylpropoxy)phenyl)pyridin-2-yl)benzenesulfonamide BrC=1C=C(C=CC1)S(=O)(=O)NC1=NC(=C(C=C1)C1=CC(=CC=C1)OCC(C(F)(F)F)(C)C)C1=C(C=CC=C1C)C